2,6-dichloro-8-fluoro-7-(7-fluoro-8-((triisopropylsilyl)ethynyl)naphthalen-1-yl)quinazolin-4(3H)-one ClC1=NC2=C(C(=C(C=C2C(N1)=O)Cl)C1=CC=CC2=CC=C(C(=C12)C#C[Si](C(C)C)(C(C)C)C(C)C)F)F